C(CCC)(C1(CC=C(C(=C1)C(C)(C)C)O)C)C1(CC=C(C(=C1)C(C)(C)C)O)C 4,4'-butylidene-bis(4-methyl-6-t-butylphenol)